4-fluoro-2-((2-(1-methoxyvinyl)phenyl)ethynyl)aniline FC1=CC(=C(N)C=C1)C#CC1=C(C=CC=C1)C(=C)OC